2-(2,4-dimethylphenyl)sulfonyl-acetonitrile CC1=C(C=CC(=C1)C)S(=O)(=O)CC#N